Br[C@H]1[C@@H]2NC([C@H]1CC2=C(F)F)=O (1r,4r,7r)-(+)-7-bromo-6-(difluoromethylene)-2-azabicyclo[2.2.1]heptan-3-one